3-(5-(((3S,4R)-3-(benzylamino)tetrahydro-2H-pyran-4-yl)oxy)-1-oxoisoindolin-2-yl)piperidine-2,6-dione C(C1=CC=CC=C1)N[C@H]1COCC[C@H]1OC=1C=C2CN(C(C2=CC1)=O)C1C(NC(CC1)=O)=O